(S)-N-(5-(2-(2-aminopyridin-3-yl)-5-(1H-pyrazol-1-yl)-3H-imidazo[4,5-b]pyridin-3-yl)-2,3-dihydro-1H-inden-1-yl)-2,4-difluoro-5-formylbenzamide NC1=NC=CC=C1C1=NC=2C(=NC(=CC2)N2N=CC=C2)N1C=1C=C2CC[C@@H](C2=CC1)NC(C1=C(C=C(C(=C1)C=O)F)F)=O